[C@H]1(CC[C@H](CC1)O)O (trans)-cyclohexane-1,4-diol